(2,6-Dioxopiperidin-3-yl)-3'-hydroxy-6-oxo-7,8-dihydro-2H,6H-spiro[furo[2,3-e]isoindole-3,4'-piperidine]-1'-carboxylic acid tert-butyl ester C(C)(C)(C)OC(=O)N1C(C(C2(CC1)COC1=C3CNC(C3=CC=C12)=O)O)C1C(NC(CC1)=O)=O